perfluorocyclopentene 4-oxobutyl-2-hexyldecanoate O=CCCCOC(C(CCCCCCCC)CCCCCC)=O.FC1=C(C(C(C1(F)F)(F)F)(F)F)F